C(C)(C)(C)OC(CCCCCCN1C(=CC=2C1=NC(=CC2)C=2C=NC=CC2NC(=O)OC(C)(C)C)C2=NC1=C(N2C)C(=CC(=C1)C(=O)OC)OC)=O methyl 2-(1-(7-(tert-butoxy)-7-oxoheptyl)-6-(4-((tert-butoxycarbonyl)amino)pyridin-3-yl)-1H-pyrrolo[2,3-b]pyridin-2-yl)-7-methoxy-1-methyl-1H-benzo[d]imidazole-5-carboxylate